Cinnamamidoadenosine C(C=CC1=CC=CC=C1)(=O)N[C@@]1([C@H](O)[C@H](O)[C@@H](CO)O1)N1C=NC=2C(N)=NC=NC12